7-(benzyloxy)-10-fluoro-2-methyl-3,6-dihydro-3,6-methanobenzo[C]azepin-1(2H)-one C(C1=CC=CC=C1)OC=1C2C=3C(C(N(C(CC3)C2F)C)=O)=CC1